ethyleneglycol bis(3-mercaptoisobutyrate) SCC(C(=O)OCCOC(C(CS)C)=O)C